C(C(C(C(C(C(C(C(C(C(C(C([2H])([2H])[2H])([2H])[2H])([2H])[2H])([2H])[2H])([2H])[2H])([2H])[2H])([2H])[2H])([2H])[2H])([2H])[2H])([2H])[2H])([2H])[2H])(O)([2H])[2H] dodecanol-d25